6-(3-amino-6-(3-((ethyl(methyl)amino)methyl)-2-fluoro-4-morpholinophenyl)-5-fluoropyrazin-2-yl)-3,4-dihydroisoquinolin-1(2H)-one NC=1C(=NC(=C(N1)F)C1=C(C(=C(C=C1)N1CCOCC1)CN(C)CC)F)C=1C=C2CCNC(C2=CC1)=O